1-(3-chloro-8-hydroxy-4-methyl-6,7,8,9-tetrahydropyrido[3,2-b]indolizin-7-yl)-2-oxopyrrolidin ClC1=C(C=2C=C3CC(C(CN3C2N=C1)O)N1C(CCC1)=O)C